tert-butyl N-[6-(benzyloxy)-14-methyl-6,18-bis(trifluoromethyl)-22-oxa-3,4,14,15,21-pentaazatetracyclo[15.3.1.12,5.012,16]docosa-1(21),2,4,9,12,15,17,19-octaen-20-yl]carbamate C(C1=CC=CC=C1)OC1(C2=NN=C(C=3C(=CC(=C(C4=NN(C=C4CC=CCC1)C)N3)C(F)(F)F)NC(OC(C)(C)C)=O)O2)C(F)(F)F